1-(6-((4-(1-(4-(5,7-dimethoxy-4-oxo-3,4-dihydroquinazolin-2-yl)phenyl)piperidin-4-yl)piperazin-1-yl)methyl)pyridazin-3-yl)dihydropyrimidine-2,4(1H,3H)-dione COC1=C2C(NC(=NC2=CC(=C1)OC)C1=CC=C(C=C1)N1CCC(CC1)N1CCN(CC1)CC1=CC=C(N=N1)N1C(NC(CC1)=O)=O)=O